ONC(=O)C1CNCCC1 N-hydroxypiperidine-3-carboxamide